L-3-mercapto-1-propylamine SCCCN